5-bromo-2-((1-hydroxy-2-methylpropan-2-yl)amino)-N,N-dimethylnicotinamide BrC=1C=NC(=C(C(=O)N(C)C)C1)NC(CO)(C)C